[6-(3-cyclopropyl-1,2,4-triazol-1-yl)-2-azaspiro[3.3]heptan-2-yl]-[2-(5-methylisoxazol-4-yl)sulfonyl-2,6-diazaspiro[3.3]heptan-6-yl]methanone C1(CC1)C1=NN(C=N1)C1CC2(CN(C2)C(=O)N2CC3(CN(C3)S(=O)(=O)C=3C=NOC3C)C2)C1